O1C(=CCC1)C1=CC=C(CN2N=C3C(C(N(C=4N3CC(N4)(C)C)C)=O)=C2NC2=CC=C(C=C2)F)C=C1 2-(4-(4,5-dihydrofuran-2-yl)benzyl)-3-((4-fluorophenyl)amino)-5,7,7-trimethyl-7,8-dihydro-2H-imidazo[1,2-a]pyrazolo[4,3-e]pyrimidin-4(5H)-one